C(=O)OC(CC[C@@H](C(=O)O)NC(=O)C1=CC=C(NCC2=CN=C3N=C(N)NC(=O)C3=N2)C=C1)=O Formylfolate